ClC1=C(C=CC=C1)C1=CC2=C(N=C(N=C2)NC2=C(C=C(C=C2)N2CCNCC2)OC)N2C1=NCC2 6-(2-chlorophenyl)-N-(2-methoxy-4-(piperazin-1-yl)phenyl)-8,9-dihydroimidazo[1',2':1,6]pyrido[2,3-d]pyrimidin-2-amine